4-(pentafluoro-λ6-sulfanyl)-N-[cis-4-[4-(3-methylindazol-5-yl)benzenesulfonyl]cyclohexyl]aniline FS(C1=CC=C(N[C@@H]2CC[C@@H](CC2)S(=O)(=O)C2=CC=C(C=C2)C=2C=C3C(=NNC3=CC2)C)C=C1)(F)(F)(F)F